Ethyl (S)-3-(4-((1-oxo-3-phenyl-1-((4-(trifluoromethyl)phenyl)amino)propan-2-yl)amino)benzamido)propanoate O=C([C@H](CC1=CC=CC=C1)NC1=CC=C(C(=O)NCCC(=O)OCC)C=C1)NC1=CC=C(C=C1)C(F)(F)F